OC1=C(C=CC(=C1)NC(=O)OC)C(COC([C@H](CNC(=O)OC(C)(C)C)NC(=O)OCC1=CC=CC=C1)=O)=O (S)-2-benzyloxycarbonylamino-3-tert-butoxycarbonylamino-propionic acid 2-(2-hydroxy-4-methoxycarbonylamino-phenyl)-2-oxo-ethyl ester